CN1N=C2C(=CC(=CC2=C1)C=1C=C2C=CN(C(C2=CN1)=O)C1CCN(CC1)C(=O)OC(C)(C)C)C tert-butyl 4-(6-(2,7-dimethyl-2H-indazol-5-yl)-1-oxo-2,7-naphthyridin-2(1H)-yl)piperidine-1-carboxylate